CN(C)CCCCCCN(C)C N,N,N',N'-tetramethylhexanediamine